7-Cyclopentyl-2-(3,4,5,6-tetrahydro-2H-[1,2']bipyrazinyl-5'-ylamino)-7H-pyrrolo[2,3-d]pyrimidine-6-carboxylic acid dimethylamide CN(C(=O)C1=CC2=C(N=C(N=C2)NC=2N=CC(=NC2)N2CCNCC2)N1C1CCCC1)C